3-(3-(cyclohexylmethoxy)phenyl)-3-fluoropropan-1-amine C1(CCCCC1)COC=1C=C(C=CC1)C(CCN)F